methyl-2-(4-chlorostyryl)-3-morpholinobenzoate COC(C1=C(C(=CC=C1)N1CCOCC1)C=CC1=CC=C(C=C1)Cl)=O